1-(5-tert-butyl-3-bromophenyl)benzimidazole C(C)(C)(C)C=1C=C(C=C(C1)N1C=NC2=C1C=CC=C2)Br